N-(3-((5-fluoro-3-(9H-purin-6-yl)pyridin-2-yl)amino)-4-methylphenyl)-4-(trifluoromethyl)picolinamide FC=1C=C(C(=NC1)NC=1C=C(C=CC1C)NC(C1=NC=CC(=C1)C(F)(F)F)=O)C1=C2N=CNC2=NC=N1